ClC1=C2C(C(=C(C(C2=C(C=C1)F)=O)CC1=NC=C(C=C1)C(F)(F)F)CC)=O chloro-3-ethyl-8-fluoro-2-((5-(trifluoromethyl)pyridin-2-yl)methyl)naphthalene-1,4-dione